(S)-3-(2',4'-difluoro-5-methoxybiphenyl-3-yl)-3-(3-(4-hydroxy-1-methyl-2-oxo-1,2-dihydropyridin-3-yl)ureido)propionic acid FC1=C(C=CC(=C1)F)C1=CC(=CC(=C1)OC)[C@H](CC(=O)O)NC(=O)NC=1C(N(C=CC1O)C)=O